5-(3-(cyanodifluoromethyl)-5,5-difluoro-4-hydroxy-4,5,6,7-tetrahydro-1H-indol-1-yl)-2-fluorobenzonitrile C(#N)C(C1=CN(C=2CCC(C(C12)O)(F)F)C=1C=CC(=C(C#N)C1)F)(F)F